CC=1OC(=CC1)SC 2-methyl-5-(methylthio)-furan